C1(=CC=CC=C1)[Si](C1=CC=CC=C1)(C1=CC=CC=C1)C1=C(C=CC=C1)NC1=C(C(=CC=2C3=CC=CC=C3CC12)C1=CC=CC=C1)C1=CC=CC=C1 [(triphenylsilyl)phenyl](diphenylfluorenyl)amine